C(C=C)(=O)OC1(CCC(CC1)C)C 1,4-dimethyl-1-cyclohexyl acrylate